1,1'-dibromoferrocene e-methyl-10-((((3r,5r,7r)-adamantan-1-yl)methyl)amino)-10-oxodecanoate COC(CCCCCCCCC(=O)NCC12CC3CC(CC(C1)C3)C2)=O.Br[C-]2C=CC=C2.[C-]2(C=CC=C2)Br.[Fe+2]